piperazine-1-carboxylate hydrate O.N1(CCNCC1)C(=O)O